C(=O)(C(=C)C)N=C=O methacrylisocyanate